diphenyl-bis(4-hydroxyphenyl)methane C1(=CC=CC=C1)C(C1=CC=C(C=C1)O)(C1=CC=C(C=C1)O)C1=CC=CC=C1